N1(CCC1)C1=C(C(=NC(=C1)NC1=NN(C(=C1)C)C(C)(C)C)C[C@@]1(C[C@H](N(CC1)CC1=C(C(=CC=C1)Cl)F)C)C(=O)OC(C)(C)C)F tert-butyl (2R,4R)-4-((4-(azetidin-1-yl)-6-((1-(tert-butyl)-5-methyl-1H-pyrazol-3-yl)amino)-3-fluoropyridin-2-yl)methyl)-1-(3-chloro-2-fluorobenzyl)-2-methylpiperidine-4-carboxylate